(E)-2-benzylidene-2,3-dihydropyrrolizin-1-one C(/C1=CC=CC=C1)=C/1\C(C2=CC=CN2C1)=O